(D-cysteinyl)-L-lysine N[C@H](CS)C(=O)N[C@@H](CCCCN)C(=O)O